C1(=CC=CC=C1)[C@H]1CNCCO1 (S)-2-phenylmorpholine